5-(3,6-diazabicyclo[3.1.1]heptane-6-yl)-2-(2,6-dioxopiperidin-3-yl)isoindoline C12CNCC(N1C=1C=C3CN(CC3=CC1)C1C(NC(CC1)=O)=O)C2